[1-(cyclopropylmethyl)-1H-1,2,3-triazol-4-yl](dibromo-1,3-thiazol-5-yl)methanol C1(CC1)CN1N=NC(=C1)C(O)C1=C(N=C(S1)Br)Br